(±)-tert-butyl (1S,2R,3R,5R)-3-((6-(4-bromo-2-hydroxyphenyl)-1,2,4-triazin-3-yl)(methyl)amino)-2-fluoro-8-azabicyclo[3.2.1]octane-8-carboxylate BrC1=CC(=C(C=C1)C1=CN=C(N=N1)N([C@H]1[C@H]([C@@H]2CC[C@H](C1)N2C(=O)OC(C)(C)C)F)C)O |r|